BrC=1C(=CC2=C(N(CC(CS2(=O)=O)(CC)CCCC)C2=CC=C(C=C2)F)C1)O 7-bromo-3-butyl-3-ethyl-5-(4-fluorophenyl)-8-hydroxy-2,3,4,5-tetrahydro-1,5-benzothiazepine 1,1-dioxide